CCCCCCCC/C=C\\CCCCCCCC(=O)O[C@@H](CO)COC(=O)CCC/C=C\\C/C=C\\C/C=C\\C/C=C\\CCCCC The molecule is a 1,2-diacyl-sn-glycerol where arachidonoyl and oleoyl form the 1- and 2-acyl groups respectively. It is a 1,2-diacyl-sn-glycerol and a 1-arachidonoyl-2-oleoylglycerol. It is an enantiomer of a 2-oleoyl-3-arachidonoyl-sn-glycerol.